[I-].[Ra+2].[I-] Radium iodid